CN1C(C(CC2=CC=CC=C12)C1=CC=CC=C1)=O 1-methyl-3-phenyl-3,4-dihydroquinolin-2(1H)-one